6-((3-(3-chloro-2-methylphenyl)azetidin-3-yl)amino)-3-cyclopropyl-5-fluoroquinazolin-4(3H)-one ClC=1C(=C(C=CC1)C1(CNC1)NC=1C(=C2C(N(C=NC2=CC1)C1CC1)=O)F)C